2-amino-N-(pyridin-2-ylmethyl)benzamide NC1=C(C(=O)NCC2=NC=CC=C2)C=CC=C1